3-(4-bromo-2-oxobenzo[ct]indol-1(2H)-yl)piperidine-2,6-dione BrC=1C=C2C3=C(C(N(C3=CC=C2)C2C(NC(CC2)=O)=O)=O)C1